1-benzyl-N-(4-(N-hydroxycarbamimidoyl)benzyl)-1H-pyrazole-4-carboxamide C(C1=CC=CC=C1)N1N=CC(=C1)C(=O)NCC1=CC=C(C=C1)C(NO)=N